ClC1=CC=C(C=C1)CN1C([C@H](CS(C2=C1C=C(C(=C2)F)C2=NOC(=N2)C2(CCNCC2)C)(=O)=O)NC(OC(C)(C)C)=O)=O tert-butyl N-[(3R)-5-[(4-chlorophenyl)methyl]-8-fluoro-7-[5-(4-methyl-4-piperidyl)-1,2,4-oxadiazol-3-yl]-1,1,4-trioxo-2,3-dihydro-1λ6,5-benzothiazepin-3-yl]carbamate